N-(4-Methoxyphenyl)-6-morpholin-4-yl-N1-(4-trifluoromethylphenyl)-[1,3,5]triazine-2,4-diamine COC1=CC=C(C=C1)NC1N(C(=NC(=N1)N)N1CCOCC1)C1=CC=C(C=C1)C(F)(F)F